O1CCCC(=C1)C=1C=C(C=C(C1)C(F)(F)F)C=1C=C2CCN(C(C2=CC1)=O)C=1C=CC(=C(C1)NS(=O)(=O)C)OCOCCOC N-(5-(6-(3-(3,4-dihydro-2H-pyran-5-yl)-5-(trifluoromethyl)phenyl)-1-oxo-3,4-dihydroisoquinolin-2(1H)-yl)-2-((2-methoxyethoxy)methoxy)phenyl)methanesulfonamide